1-dodecyl-3-methylimidazole bromide salt [Br-].C(CCCCCCCCCCC)N1CN(C=C1)C